NC1=CC(=C(C(=O)NCCC[C@@H](C(=O)OC)NC(=O)C=2SC(=CC2)NCC=2N=C3C(=NC(=NC3=NC2)N)N)C=C1)C=1N=NNN1 Methyl (S)-5-(4-amino-2-(2H-tetrazol-5-yl)benzamido)-2-(5-(((2,4-diaminopteridin-6-yl)methyl) amino)thiophene-2-carboxamido)pentanoate